bicyclo[2.2.1]heptan-2-one C12C(CC(CC1)C2)=O